6-(2,4-difluorophenyl)-5-(1-(methylsulfonyl)-1H-pyrazol-4-yl)isoindolin-1-one FC1=C(C=CC(=C1)F)C1=C(C=C2CNC(C2=C1)=O)C=1C=NN(C1)S(=O)(=O)C